NCCNCCS(=O)(=O)[O-].[Na+] sodium 2-(2-aminoethylamino)-ethanesulfonate